C1(CCCCC1)CN1C=CC2=C1N=C(N=C2)NC=2C=NN(C2)C 7-(cyclohexylmethyl)-N-(1-methyl-1H-pyrazol-4-yl)-7H-pyrrolo[2,3-d]pyrimidin-2-amine